3,3-difluoro-4-((pyridin-4-ylamino)methyl)piperidine FC1(CNCCC1CNC1=CC=NC=C1)F